ClC=1C(N(N=CC1NC[C@@H]1COCCC1)C1=CC=C(C=C1)O[C@H]1CN(CC1)C(C(C)C)=O)=O 4-chloro-2-(4-(((R)-1-isobutyrylpyrrolidin-3-yl)oxy)phenyl)-5-((((R)-tetrahydro-2H-pyran-3-yl)methyl)amino)pyridazin-3(2H)-one